2-(difluoromethyl)-5-(6-((4-(2,6-difluorophenyl)-1H-1,2,3-triazol-1-yl)methyl)pyridin-3-yl)-1,3,4-oxadiazole FC(C=1OC(=NN1)C=1C=NC(=CC1)CN1N=NC(=C1)C1=C(C=CC=C1F)F)F